1-(7-((3-fluorobenzyl)amino)-3,4-dihydroisoquinolin-2(1H)-yl)prop-2-en-1-one FC=1C=C(CNC2=CC=C3CCN(CC3=C2)C(C=C)=O)C=CC1